9,9'-((3-([1,1':3',1''-terphenyl]-5'-yl)-4-(2-(4,6-diphenyl-1,3,5-triazin-2-yl)phenyl)pyridine-2,6-diyl)bis(4,1-phenylene))bis(3,6-dimethyl-9H-carbazole) C1(=CC=CC=C1)C1=CC(=CC(=C1)C=1C(=NC(=CC1C1=C(C=CC=C1)C1=NC(=NC(=N1)C1=CC=CC=C1)C1=CC=CC=C1)C1=CC=C(C=C1)N1C2=CC=C(C=C2C=2C=C(C=CC12)C)C)C1=CC=C(C=C1)N1C2=CC=C(C=C2C=2C=C(C=CC12)C)C)C1=CC=CC=C1